diazapentane-2,4-dione NC(NC(C)=O)=O